FC1(OC2=C(O1)C=CC(=C2)C(CC#N)=O)F 3-(2,2-Difluoro-2H-1,3-benzodioxol-5-yl)-3-oxopropionitrile